ClC1=C(C=C(N=N1)N[C@H]1CN(CCC1)C1CCC(CC1)O)C (R)-4-(3-((6-chloro-5-methylpyridazin-3-yl)amino)piperidin-1-yl)cyclohexan-1-ol